methyl-N-((trans)-3-((6-(1-methyl-1H-pyrazol-4-yl)pyrazolo[1,5-a]pyrazin-4-yl)oxy)cyclopentyl)acrylamide CC(C(=O)N[C@@H]1C[C@H](CC1)OC=1C=2N(C=C(N1)C=1C=NN(C1)C)N=CC2)=C